zirconium(IV) methoxide C[O-].[Zr+4].C[O-].C[O-].C[O-]